N-[5-[[2-(7-azaspiro[3.3]heptan-7-yl)acetyl]amino]-2-methyl-3-pyridyl]-6-(1-methylpyrazol-4-yl)-1,2-benzoxazole-3-carboxamide C1CCC12CCN2CC(=O)NC=2C=C(C(=NC2)C)NC(=O)C2=NOC1=C2C=CC(=C1)C=1C=NN(C1)C